5-[1-(5-amino-2-pyridyl)-3-(trifluoromethyl)pyrazol-4-yl]-N-[3-chloro-4-[[1-[(2S,4R)-4-hydroxyprolyl]-4-piperidyl]-methylcarbamoyl]phenyl]-1-methyl-imidazole-2-carboxamide NC=1C=CC(=NC1)N1N=C(C(=C1)C1=CN=C(N1C)C(=O)NC1=CC(=C(C=C1)C(N(C)C1CCN(CC1)C([C@H]1NC[C@@H](C1)O)=O)=O)Cl)C(F)(F)F